4-{2-[2-(naphthalene-1-sulfonamido)phenyl]ethynyl}benzoic acid C1(=CC=CC2=CC=CC=C12)S(=O)(=O)NC1=C(C=CC=C1)C#CC1=CC=C(C(=O)O)C=C1